3-methoxy-2-methyl-5,6,7,8-tetrahydroquinolin-5-amine dihydrochloride salt Cl.Cl.COC=1C(=NC=2CCCC(C2C1)N)C